Aluminum Chloride Calcium [Ca].[Al](Cl)(Cl)Cl